3-(Methoxycarbonyl)-4-(7-methyl-1H-indazole-5-yl)but-3-enoic acid COC(=O)C(CC(=O)O)=CC=1C=C2C=NNC2=C(C1)C